S1C=NC2=C1C=CC(=C2)NC2=NC=NC1=CC(=CC(=C21)OC2CCN(CC2)C(=O)OC(C)(C)C)C=2C=NN(C2)C tert-butyl 4-((4-(benzo[d]thiazol-5-ylamino)-7-(1-methyl-1H-pyrazol-4-yl)quinazolin-5-yl)oxy)piperidine-1-carboxylate